C(C)(C)(C)OC(=O)N1C(CCC1)(CO)NC(=O)OCC1=CC=CC=C1 (((benzyloxy)carbonyl)amino)-2-(hydroxymethyl)pyrrolidine-1-carboxylic acid tert-butyl ester